C(C1=CC=CC=C1)(C1=CC=CC=C1)[C@@H]1N2C(C=3N(C1)C(=CN3)CNC)=C(C(C=C2)=O)O (S)-6-benzhydryl-11-hydroxy-3-((methylamino)methyl)-5,6-dihydro-10H-imidazo[1,2-a]pyrido[2,1-c]pyrazin-10-one